C1(CCC(CC1)(C(C)C)C(=O)OC(C(=O)[O-])CCCCC)C.[Na+] sodium (4-menthylcarbonyloxy)heptanoate